tert-butyl (2R,4S)-2-{6-bromoimidazo[1,2-a]pyrazin-2-yl}-4-hydroxypyrrolidine-1-carboxylate BrC=1N=CC=2N(C1)C=C(N2)[C@@H]2N(C[C@H](C2)O)C(=O)OC(C)(C)C